6-chloro-3-fluoro-1-((2-(trimethylsilyl)ethoxy)methyl)-1H-pyrrolo[2,3-b]pyridine ClC1=CC=C2C(=N1)N(C=C2F)COCC[Si](C)(C)C